montanic acid behenate C(CCCCCCCCCCCCCCCCCCCCC)(=O)O.C(CCCCCCCCCCCCCCCCCCCCCCCCCCC)(=O)O